6-(trifluoromethyl)-2-(6-(((1S,3S)-3-((6-(trifluoromethyl)-1,2,4-triazin-3-yl)amino)cyclopentyl)amino)pyridin-3-yl)-2,3-dihydro-1H-pyrrolo[3,4-c]pyridin-1-one FC(C1=CC2=C(C=N1)CN(C2=O)C=2C=NC(=CC2)N[C@@H]2C[C@H](CC2)NC=2N=NC(=CN2)C(F)(F)F)(F)F